N1(CCC1)C1=CC=CC(=N1)C=1C(=NN(C1)[C@@H]1C[C@H](C1)CNC=1C=C2C(N(C(C2=CC1)=O)C1C(NC(CC1)=O)=O)=O)C1CC1 5-(((trans-3-(4-(6-(azetidin-1-yl)pyridin-2-yl)-3-cyclopropyl-1H-pyrazol-1-yl)cyclobutyl)methyl)amino)-2-(2,6-dioxopiperidin-3-yl)isoindoline-1,3-dione